N-(2-Hydroxyethyl)hexadecanamide CCCCCCCCCCCCCCCC(=O)NCCO